C1(CCC(N1OC(=O)N1C(C=CC=C1)SC(C1=CC=CC=C1)C[2H])=O)=O N-succinimidyloxycarbonyl-alpha-methyl-d-(2-pyridylthio)toluene